1-(4-(2-(5-(8-methoxy-[1,2,4]triazolo[1,5-a]pyridin-6-yl)-4-(2,2,2-trifluoroethyl)-1H-pyrazol-3-yl)thiazol-5-yl)piperidin-1-yl)-2-(3-methoxyazetidin-1-yl)ethan-1-one COC=1C=2N(C=C(C1)C1=C(C(=NN1)C=1SC(=CN1)C1CCN(CC1)C(CN1CC(C1)OC)=O)CC(F)(F)F)N=CN2